FC1([C@H](CN(CC1)[C@H](C(=O)NC=1SC2=C(N1)C=C1CCCC1=C2)C)C=2N=C(C(NC2)=O)CO)F (S)-2-((R)-4,4-difluoro-3-(6-(hydroxymethyl)-5-oxo-4,5-dihydropyrazin-2-yl)piperidin-1-yl)-N-(6,7-dihydro-5H-indeno[5,6-d]thiazol-2-yl)propanamide